C(C1=CC=CC=C1)OC(=O)NCCCOC=1C=C2C(=NN(C2=CC1)C1OCCCC1)C1=CC=CC(=N1)C(=O)OC methyl 6-[5-(3-{[(benzyloxy)carbonyl]amino}propoxy)-1-(oxan-2-yl)-1H-indazol-3-yl]pyridine-2-carboxylate